3-chloro-2,5-dimethyl-pyrazine ClC=1C(=NC=C(N1)C)C